2-methyl-pyridin-3-carbonitril CC1=NC=CC=C1C#N